tert-butyl (2-nitro-5-((4-(thiophen-2-yl)phenyl)thio)phenyl)carbamate [N+](=O)([O-])C1=C(C=C(C=C1)SC1=CC=C(C=C1)C=1SC=CC1)NC(OC(C)(C)C)=O